FC=1C(=NC=CC1)C(CNC1=NC=C(C=N1)C=1C=C(C(=O)N)C=CC1)(C)C 3-(2-{[2-(3-fluoro(2-pyridyl))-2-methylpropyl]amino}pyrimidin-5-yl)benzamide